5-[(3S,5R)-3-methyl-5-[(3-piperazin-1-ylphenyl)methylamino]-1-piperidinyl]quinoline-8-carbonitrile C[C@@H]1CN(C[C@@H](C1)NCC1=CC(=CC=C1)N1CCNCC1)C1=C2C=CC=NC2=C(C=C1)C#N